BrC=1C=CC(=C(C1)N1C[C@H]2CC[C@@H](C1)N2C(=O)OC(C)(C)C)C(NC2=CC(=NC(=C2)C)N2CCC(CC2)(F)F)=O tert-butyl (1R,5S)-3-(5-bromo-2-((2-(4,4-difluoropiperidin-1-yl)-6-methylpyridin-4-yl) carbamoyl) phenyl)-3,8-diazabicyclo[3.2.1]octane-8-carboxylate